[N+](=O)([O-])C=1C=C(C=CC1NCC1CN(CCO1)C1COC1)S(=O)(=O)NC(C1=NC=CC=C1)=O N-((3-nitro-4-(((4-(oxetan-3-yl)morpholin-2-yl)methyl)amino)phenyl)sulfonyl)picolinamide